Ethyl 3-(3-(5-amino-6-(1H-1,2,4-triazol-1-yl)pyrazin-2-yl)-4-methylphenyl sulfonamido)bicyclo[1.1.1]pentan-1-ylcarbamate NC=1N=CC(=NC1N1N=CN=C1)C=1C=C(C=CC1C)S(=O)(=O)NC12CC(C1)(C2)NC(OCC)=O